[O-]CC.[O-]CC.C1(OCCO1)=O ethylene carbonate diethoxide